gamma-(2,3-epoxypropyl)propyl-methyl-dimethoxysilane C(C1CO1)CCC[Si](OC)(OC)C